1-(3-methoxyazetidin-1-yl)isoquinoline-3-carboxylic acid COC1CN(C1)C1=NC(=CC2=CC=CC=C12)C(=O)O